ClC1=C(C=C(OCC(=O)NC23CC(C2)(C3)NC(=O)[C@@H]3OC2=C([C@@H](C3)O)C=CC=C2)C=C1)F (2R,4R)-N-{3-[2-(4-chloro-3-fluorophenoxy)acetamido]bicyclo[1.1.1]pentan-1-yl}-4-hydroxy-3,4-dihydro-2H-1-benzopyran-2-carboxamide